CC1=C(C(=C(C1([Co])C)C)C)C Pentamethylcyclopentadienyl-cobalt(I)